1-Bromo-3-(difluoromethyl)-2-fluoro-5-(trifluoromethyl)benzene magnesium argon [Ar].[Mg].BrC1=C(C(=CC(=C1)C(F)(F)F)C(F)F)F